C(C)O[C@@H]1C[C@H](N(CC1)CC1=C2C=CNC2=C(C=C1OC)C)C1=CC=C(C(=O)N[C@@H]([C@H](O)C)C(=O)O)C=C1 (4-((2S,4S)-4-ethoxy-1-((5-methoxy-7-methyl-1H-indol-4-yl)methyl)piperidin-2-yl)benzoyl)threonine